dimethyl-(9-anthryl)sulfonium C[S+](C=1C2=CC=CC=C2C=C2C=CC=CC12)C